4-(3-Chloro-4-fluorophenyl)-3-oxobutanoic acid ClC=1C=C(C=CC1F)CC(CC(=O)O)=O